ClC1=CC(=CC(=N1)N1C(C2=CC(=CC=C2C1)C1(COC1)CC1=NN=CN1C)=O)CNCCC(F)(F)F 2-(6-Chloro-4-(((3,3,3-trifluoropropyl)amino)methyl)pyridin-2-yl)-6-(3-((4-methyl-4H-1,2,4-triazol-3-yl)methyl)oxetan-3-yl)isoindolin-1-one